(S)-2-((1-(5-(3-isopropylphenyl)-1,3,4-oxadiazol-2-yl)ethyl)carbamoyl)-4-methoxypyridin-3-yl propionate C(CC)(=O)OC=1C(=NC=CC1OC)C(N[C@@H](C)C=1OC(=NN1)C1=CC(=CC=C1)C(C)C)=O